N,N,N-trimethyl-2-hydroxylethylammonium C[N+](C)(C)CCO